(Z)-3-(2-(4-(4,4-difluoro-5-(4-(1-(4-hydroxyphenyl)-2-phenylbut-1-en-1-yl)phenoxy)pentyl)piperazin-1-yl)-5-oxo-5,7-dihydro-6H-pyrrolo[3,4-b]pyridin-6-yl)piperidine FC(CCCN1CCN(CC1)C1=CC=C2C(=N1)CN(C2=O)C2CNCCC2)(COC2=CC=C(C=C2)\C(=C(\CC)/C2=CC=CC=C2)\C2=CC=C(C=C2)O)F